FC1=C(C(=CC=C1)F)S(=O)(=O)N1CCN(CC1)C1=CC=C(C(=O)O)C=C1 4-[4-(2,6-difluorobenzenesulfonyl)-1-piperazinyl]benzoic acid